2-[1-[2-[(2R)-4-[2-[3,5-bis(trifluoromethyl)phenyl]-acetyl]-2-(3,4-dichlorophenyl)morpholin-2-yl]ethyl]piperidin-4-yl]-2-methylpropanamide FC(C=1C=C(C=C(C1)C(F)(F)F)CC(=O)N1C[C@](OCC1)(C1=CC(=C(C=C1)Cl)Cl)CCN1CCC(CC1)C(C(=O)N)(C)C)(F)F